4-((2-(2-(4-chlorophenoxy)-N,2-dimethylpropanamido)ethyl)(methyl)amino)benzo[b]thiophene-2-carboxamide ClC1=CC=C(OC(C(=O)N(C)CCN(C2=CC=CC=3SC(=CC32)C(=O)N)C)(C)C)C=C1